N-((1-Cyanopyrrolidin-3-yl)methyl)-4-(N-phenylsulfamoyl)benzamide C(#N)N1CC(CC1)CNC(C1=CC=C(C=C1)S(NC1=CC=CC=C1)(=O)=O)=O